C(CCC)C1=NC2=CC=CC=C2C(N1)=O 2-n-butyl-quinazolin-4(3H)-one